para-acryloxybenzophenone C(C=C)(=O)OC1=CC=C(C=C1)C(C1=CC=CC=C1)=O